2-[4-tert-butyl-2-(methoxymethoxy)phenyl]pyridazine-4-carboxylic acid C(C)(C)(C)C1=CC(=C(C=C1)N1NC=CC(=C1)C(=O)O)OCOC